CN(C(C#CC)=O)[C@@H]1C[C@]2(C[C@H]2CC1)OC=1C=2N(C=C(N1)C=1C=NN(C1)C)N=CC2 N-methyl-N-((1S,3S,6R)-1-((6-(1-methyl-1H-pyrazol-4-yl)pyrazolo[1,5-a]pyrazin-4-yl)oxy)bicyclo[4.1.0]heptan-3-yl)but-2-ynamide